[N-]=C=O.CC1=CC=CC=C1 o-methyl-benzene isocyanate